C1(CCCCC1)[C@@H](CN)C (S)-2-cyclohexyl-1-propylamine